tert-butyl (S)-(3-(7-cyano-5-fluoro-2,3-dimethyl-1-((2-(trimethylsilyl)-ethoxy)methyl)-1H-indol-4-yl)cyclohex-3-en-1-yl)carbamate C(#N)C=1C=C(C(=C2C(=C(N(C12)COCC[Si](C)(C)C)C)C)C=1C[C@H](CCC1)NC(OC(C)(C)C)=O)F